FC=1C(=C(C=CC1)C1C2=C(NC(=C1C(=O)OC)C)COC2=O)C(C)(C)F methyl 4-(3-fluoro-2-(2-fluoropropan-2-yl)phenyl)-2-methyl-5-oxo-1,4,5,7-tetrahydrofuro[3,4-b]pyridine-3-carboxylate